O1C(=CC=C1)C=1C=2N(C=C(N1)NC(=O)C1CC1)N=C(N2)C(C)C N-[8-(furan-2-yl)-2-propan-2-yl-[1,2,4]triazolo[1,5-a]pyrazin-6-yl]cyclopropanecarboxamide